P(=O)(O)(O)CC(C)NCC(=O)O N-(phosphomethylethyl)glycine